diethyl 2,2'-([9,9'-biphenanthrene]-10,10'-diylbis(oxy))diacetate C1=CC=CC=2C3=CC=CC=C3C(=C(C12)OCC(=O)OCC)C=1C2=CC=CC=C2C=2C=CC=CC2C1OCC(=O)OCC